5-(4-chloro-2-fluoro-phenyl)-2,3-dimethyl-7-(2-(1-methyl-1H-pyrazol-5-yl)-4-morpholinyl)pyrido-[4,3-d]pyrimidin-4(3H)-one ClC1=CC(=C(C=C1)C1=NC(=CC=2N=C(N(C(C21)=O)C)C)N2CC(OCC2)C2=CC=NN2C)F